4-((N-(2-(4-fluorophenyl)benzo[d]thiazol-6-yl)sulfamoyl)amino)-3-methoxybenzoic acid FC1=CC=C(C=C1)C=1SC2=C(N1)C=CC(=C2)NS(=O)(=O)NC2=C(C=C(C(=O)O)C=C2)OC